3-(3-(4-(2-(4-bromophenyl)propan-2-yl)thiazol-2-yl)ureido)propane-1-sulfonamide BrC1=CC=C(C=C1)C(C)(C)C=1N=C(SC1)NC(NCCCS(=O)(=O)N)=O